5-[2-(2-Methyl-chinolin-8-sulfonylamino)-phenylethynyl]-pyridin CC1=NC2=C(C=CC=C2C=C1)S(=O)(=O)NC1=C(C=CC=C1)C#CC=1C=CC=NC1